CN(C)CC1CNC(O1)=O 5-[(dimethylamino)methyl]oxazolidin-2-one